(2-(benzyloxy)-4-fluorophenyl) pentane-1,5-diylbis(4-methylbenzenesulfonate) C(CCCCC1=C(C=CC(=C1)C)S(=O)(=O)[O-])C1=C(C=CC(=C1)C)S(=O)(=O)OC1=C(C=C(C=C1)F)OCC1=CC=CC=C1